(2R)-2-[9H-fluoren-9-ylmethoxycarbonyl-(methyl)amino]-4-methyl-pentanoic acid C1=CC=CC=2C3=CC=CC=C3C(C12)COC(=O)N([C@@H](C(=O)O)CC(C)C)C